C1=CC(=CC=2C3=CC=CC=C3NC12)N1C2=CC=CC=C2C=2C=CC=CC12 3,9'-Bicarbazole